BrC=1C=C(C=C(C1)Cl)C1(CC1)NS(=O)(=O)C N-[1-(3-bromo-5-chloro-phenyl)cyclopropyl]methanesulfonamide